C1C(CC2=CC=CC=C12)N1C[C@H](CC1)C(=O)N[C@@H]([C@H](O)C1=CC2=C(OCCO2)C=C1)CN1CCCC1 (S)-1-(2,3-dihydro-1H-inden-2-yl)-N-((1R,2R)-1-(2,3-dihydrobenzo[b][1,4]dioxin-6-yl)-1-hydroxy-3-(pyrrolidin-1-yl)propan-2-yl)pyrrolidine-3-carboxamide